methyl 2-[(2-bromo-5-iodophenyl) methyl]-3-oxobutanoate BrC1=C(C=C(C=C1)I)CC(C(=O)OC)C(C)=O